BrCCCOC1OCCCC1 (3-bromopropyloxy)tetrahydro-2H-pyran